C1=CC=CC=2C3=CC=CC=C3N(C12)C1=C(C#N)C(=CC(=C1)C1=CC(=NC(=C1)C1=CC=CC=C1)C1=CC=CC=C1)N1C2=CC=CC=C2C=2C=CC=CC12 2,6-di(9H-carbazol-9-yl)-4-(2,6-diphenylpyridin-4-yl)benzonitrile